(S,E)-N7-(1-((7-((2,4-Difluorobenzyl)oxy)-5-fluoro-1H-benzo[d]imidazol-2-yl)methyl)-2-oxo-1,2-dihydropyridin-3-yl)-6-(5-fluoropicolinamido)hept-2-endiamid FC1=C(COC2=CC(=CC3=C2NC(=N3)CN3C(C(=CC=C3)NC([C@H](CC/C=C/C(=O)N)NC(C3=NC=C(C=C3)F)=O)=O)=O)F)C=CC(=C1)F